2-(bromomethyl)-5-chloro-1,3-difluoro-benzene BrCC1=C(C=C(C=C1F)Cl)F